Dibenzylthiazolyl disulfide C(C1=CC=CC=C1)C1=C(N=C(S1)SSC=1SC(=C(N1)CC1=CC=CC=C1)CC1=CC=CC=C1)CC1=CC=CC=C1